dimethylamine iodate I(=O)(=O)O.CNC